(1R,5S,6r)-6-(4-isobutyl-5,5-dimethyl-4,5-dihydro-1,2-oxazol-3-yl)-3-azabicyclo[3.1.0]hexane hydrochloride Cl.C(C(C)C)C1C(=NOC1(C)C)C1[C@H]2CNC[C@@H]12